(3s,5s)-3-aminomethyl-6-(2-chloro-phenyl)-5-methyl-hexanoic acid NC[C@H](CC(=O)O)C[C@@H](CC1=C(C=CC=C1)Cl)C